C(C)(=O)NCCN(CC[C@@H](C(=O)O)NC1=NC=NC=C1)CCCCC1=NC=2NCCCC2C=C1 (S)-4-((2-acetamidoethyl)(4-(5,6,7,8-tetrahydro-1,8-naphthyridin-2-yl)butyl)amino)-2-(pyrimidin-4-ylamino)butanoic acid